C(C)(C)(C)OC(=O)N1C[C@H](CC=C1OS(=O)(=O)C(F)(F)F)C.COC=1C=C(C=NC1)C1=CC[C@@H](CN1C(=O)OC(C)(C)C)C |&1:33| tert-Butyl rac-(3S)-6-(5-methoxy-3-pyridyl)-3-methyl-3,4-dihydro-2H-pyridine-1-carboxylate tert-Butyl-(3S)-3-methyl-6-(trifluoromethylsulfonyloxy)-3,4-dihydro-2H-pyridine-1-carboxylate